(S)-7-(5-(2-methylquinolin-6-yl)-1H-imidazol-2-yl)-7-morpholino-1-(oxazol-2-yl)heptan-1-one (2R,3R)-2,3-dihydroxysuccinate O[C@@H](C(=O)O)[C@H](C(=O)O)O.CC1=NC2=CC=C(C=C2C=C1)C1=CN=C(N1)[C@H](CCCCCC(=O)C=1OC=CN1)N1CCOCC1